5-(2-(Cyclopentylamino)pyridin-4-yl)-7-(3,3-dimethylbut-1-yn-1-yl)-1H-indazol-3-amine C1(CCCC1)NC1=NC=CC(=C1)C=1C=C2C(=NNC2=C(C1)C#CC(C)(C)C)N